(((9H-fluoren-9-yl)methoxy)carbonyl)-D-leucine 2,5-dioxopyrrolidin-1-yl ester O=C1N(C(CC1)=O)OC([C@H](NC(=O)OCC1C2=CC=CC=C2C=2C=CC=CC12)CC(C)C)=O